lead citrate salt C(CC(O)(C(=O)[O-])CC(=O)[O-])(=O)[O-].[Pb+2].C(CC(O)(C(=O)[O-])CC(=O)[O-])(=O)[O-].[Pb+2].[Pb+2]